C(CCCCC)C=1C2C=CC(C1CCCCCC)C2 2,3-dihexyl-bicyclo[2.2.1]hept-2,5-diene